8-(4,4,5,5-tetramethyl-1,3,2-dioxaborolan-2-yl)-1-naphthonitrile CC1(OB(OC1(C)C)C=1C=CC=C2C=CC=C(C12)C#N)C